FC(C1=NC=CC(=C1)N1CC(C1)CC(=O)O)(F)F 2-(1-(2-(Trifluoromethyl)pyridin-4-yl)azetidin-3-yl)acetic acid